(rac)-(6-(3-Cyclopropylbenzyl)-2-azaspiro[3.4]octan-2-yl)((1s,3s)-3-hydroxy-3-methylcyclobutyl)methanon C1(CC1)C=1C=C(C[C@@H]2CC3(CN(C3)C(=O)C3CC(C3)(C)O)CC2)C=CC1 |r|